N4-((1H-indol-5-yl)methyl)-N2-(3-(methylsulfonamido)phenyl)thiophene-2,4-dicarboxamide N1C=CC2=CC(=CC=C12)CNC(=O)C=1C=C(SC1)C(=O)NC1=CC(=CC=C1)NS(=O)(=O)C